FC1=CC2=C(B(OC2)OCC2=CC(=CC=C2)COB2OCC3=C2C=CC(=C3)F)C=C1 1,3-bis(((5-fluorobenzo[c][1,2]oxaborol-1(3H)-yl)oxy)methyl)benzene